BrC1=C(C(=O)O)C=CC(=C1)O bromo-4-hydroxybenzoic acid